C1(CC1)S(=O)(=O)C1=CC=C(C=C1)C#CC1=C2C=C(N=CC2=C(N=C1)NC)NC(=O)C1CC1 N-(5-((4-(cyclopropylsulfonyl)phenyl)ethynyl)-8-(methylamino)-2,7-naphthyridin-3-yl)cyclopropanecarboxamide